ClC=1C(=C(C=CC1)C(CC)N(CC(=O)N)C1CC1)F 2-((1-(3-Chloro-2-fluorophenyl)propyl)(cyclopropyl)amino)acetamide